C(C1=CC=CC=C1)OC(=O)N[C@H](C=1N=C2N(N=C(C=C2)CC2(C(N[C@@H](C2)C(F)(F)F)=O)C(=O)OC)C1)C1CCCCCC1 methyl (5S)-3-((2-((S)-(((benzyloxy)carbonyl)amino)(cycloheptyl)methyl)imidazo[1,2-b]pyridazin-6-yl)methyl)-2-oxo-5-(trifluoromethyl)pyrrolidine-3-carboxylate